C(#N)C=1C=C(C=CC1)[C@H]1OCC1 (2S)-2-(3-cyanophenyl)oxetan